CC=1C(=NC=C(C1)C)O[C@@H]1CN(CC1)C(=O)C1=CC=C(C=C1)[C@@]1(C(NC(N1)=O)=O)C(C)C (R)-5-{4-[(S)-3-(3,5-dimethylpyridin-2-yloxy)pyrrolidine-1-carbonyl]phenyl}-5-isopropylimidazolidine-2,4-dione